BrC=1C=C(C=C(C1)Cl)[C@@H]1C([C@H]1C(=O)NC=1C=CC(=C(C(=O)NC2=C(C=C(C=C2)NC(OC(C)(C)C)=O)C)C1)Cl)(Cl)Cl tert-Butyl (4-(5-(trans-3-(3-bromo-5-chlorophenyl)-2,2-dichlorocyclopropane-1-carboxamido)-2-chlorobenzamido)-3-methylphenyl)carbamate